4-[1-(benzenesulfonyl)-3-iodo-pyrrolo[2,3-b]pyridin-5-yl]-3,5-dimethyl-isoxazole C1(=CC=CC=C1)S(=O)(=O)N1C=C(C=2C1=NC=C(C2)C=2C(=NOC2C)C)I